BrC1=CC=C(C=C1)C(=O)C=1N=C2N(C=CC=C2)C1C1=CC=CC=C1 (4-bromophenyl)(3-phenylimidazo[1,2-a]pyridin-2-yl)methanone